(3S)-1-[6-(3-Cyclopropyl-1,2,4-triazol-1-yl)-2-azaspiro[3.3]heptane-2-carbonyl]pyrrolidine-3-carboxamide C1(CC1)C1=NN(C=N1)C1CC2(CN(C2)C(=O)N2C[C@H](CC2)C(=O)N)C1